C1(=CC=CC=C1)C Toluol